2-Chloro-N-(2-{4-[(4-cyanopyridin-2-yl)oxy]piperidin-1-yl}-2-[4-(difluoromethyl)-1,3-thiazol-5-yl]ethyl)-6-fluorobenzamide ClC1=C(C(=O)NCC(C2=C(N=CS2)C(F)F)N2CCC(CC2)OC2=NC=CC(=C2)C#N)C(=CC=C1)F